BrC=1C(=C2N=C3C(=C(C(=C(C3=NC2=CC1)C1=CC=CC=C1)C1=CC=CC=C1)Br)Br)Br tetrabromodiphenyl-phenazine